BrC1=C(C2=CN(N=C2C=C1)C([2H])([2H])[2H])C(F)F 5-bromo-4-(difluoromethyl)-2-(trideuteriomethyl)indazole